2-[1-(2,2-difluoroethyl)-3-methyl-1H-pyrazolo[3,4-b]pyrazin-6-yl]-8-[4-(trifluoromethyl)pyridin-2-yl]-2,8-diazaspiro[4.5]decane FC(CN1N=C(C=2C1=NC(=CN2)N2CC1(CC2)CCN(CC1)C1=NC=CC(=C1)C(F)(F)F)C)F